3-[2,4-bis[(3R)-3-methylmorpholin-4-yl]pyrido[2,3-d]pyrimidin-7-yl]-N-[8-[4-[[3-(3-chloro-4-cyano-phenoxy)-2,2,4,4-tetramethyl-cyclobutyl]carbamoyl]phenoxy]octyl]benzamide C[C@H]1N(CCOC1)C=1N=C(C2=C(N1)N=C(C=C2)C=2C=C(C(=O)NCCCCCCCCOC1=CC=C(C=C1)C(NC1C(C(C1(C)C)OC1=CC(=C(C=C1)C#N)Cl)(C)C)=O)C=CC2)N2[C@@H](COCC2)C